CC(CCC(O)C)O 1,4-dimethyl-1,4-butanediol